N=1N=C(N2C1C=CC=C2)C=2C(NC(C2C2=CN1C3=C(C=C(C=C23)F)CN(CC1)C(=O)N1CCCCC1)=O)=O 3-([1,2,4]triazolo[4,3-a]pyridin-3-yl)-4-(9-fluoro-2-(piperidine-1-carbonyl)-1,2,3,4-tetrahydro-[1,4]diazepino[6,7,1-hi]indol-7-yl)-1H-pyrrole-2,5-dione